pyridazine-3-carboxylic acid isopropyl ester C(C)(C)OC(=O)C=1N=NC=CC1